(7-ethoxy-6-methoxy-1-(2-(5-methoxy-1H-indol-3-yl)-2-methylpropyl)-3,4-dihydroisoquinolin-2(1H)-yl)(morpholinyl)methanone C(C)OC1=C(C=C2CCN(C(C2=C1)CC(C)(C)C1=CNC2=CC=C(C=C12)OC)C(=O)N1CCOCC1)OC